COC(=O)C1=CC(=NC(=C1)C)C1=CCN(C=C1)C([2H])([2H])[2H] 4-(4-(methoxycarbonyl)-6-methylpyridin-2-yl)-1-(methyl-d3)-1H-pyridine